4-amino-N',1-dimethyl-N'-(1-methylcyclopropane-1-carbonyl)-N-((5-(trifluoromethyl)pyridin-2-yl)methyl)-1H-pyrazolo[4,3-c]quinoline-8-carbohydrazide NC1=NC=2C=CC(=CC2C2=C1C=NN2C)C(=O)N(N(C(=O)C2(CC2)C)C)CC2=NC=C(C=C2)C(F)(F)F